3-HYDROXY-3-METHYLBUTANOIC ACID OC(CC(=O)O)(C)C